FC1(CNCCC1C(=O)NC1=C2C=CN(C2=CC(=C1)C#CCNC1=C(C=C(C=C1)S(=O)(=O)C)OC)CC(F)(F)F)F 3,3-difluoro-N-[6-[3-(2-methoxy-4-methylsulfonyl-anilino)prop-1-ynyl]-1-(2,2,2-trifluoroethyl)indol-4-yl]piperidine-4-carboxamide